l-5-(3-Hydroxyprop-1-enyl)-3-methyl-2-oxo-benzimidazol OCC=CC1=CC2=C(NC(N2C)=O)C=C1